4,4'-isobutylidene-bis-(2,6-di-tert-butylphenol) C(C(C)C)(C1=CC(=C(C(=C1)C(C)(C)C)O)C(C)(C)C)C1=CC(=C(C(=C1)C(C)(C)C)O)C(C)(C)C